Benzyl (E)-4-(4-(2-cyano-3-(pyridin-3-yl)guanidino)butyl)-4-hydroxypiperidine-1-carboxylate C(#N)/N=C(\NCCCCC1(CCN(CC1)C(=O)OCC1=CC=CC=C1)O)/NC=1C=NC=CC1